sulfonyl-1,5-dimethyl-pyrrole-2-carboxylate S(=O)(=O)=C1C(N(C(=C1)C)C)C(=O)[O-]